[Ti].NC1=C(C(=O)O)C=CC(=C1)C(=O)O 2-aminoterephthalic acid titanium